FC=1C=C2C3CC(ON3C=3C=CN4N=CC(NC(CCCC2=CC1)=O)=C4N3)C (14S)-9-fluoro-4-methyl-3-oxa-2,17,20,21,24-pentaazapentacyclo[16.5.2.02,6.07,12.021,25]pentacosane-1(24),7,9,11,18(25),19,22-heptaene-16-one